4-(5-(3,5-dichloro-4-fluorophenyl)-5-(trifluoromethyl)-4,5-dihydroisoxazol-3-yl)-N-((4-ethylphenyl)sulfinyl)-2-methylbenzamide ClC=1C=C(C=C(C1F)Cl)C1(CC(=NO1)C1=CC(=C(C(=O)NS(=O)C2=CC=C(C=C2)CC)C=C1)C)C(F)(F)F